6-(4-biphenylyl)methoxy-2-(N,N-dimethylamino)methyltetralin C1(=CC=C(C=C1)COC=1C=C2CCC(CC2=CC1)CN(C)C)C1=CC=CC=C1